2-chloro-5,11-dimethyl-5,11-dihydro-6H-benzo[e]pyrimido[5,4-b][1,4]diazepin-6-one ClC=1N=CC=2N(C(C3=C(N(C2N1)C)C=CC=C3)=O)C